5-(4-fluorophenyl)-3,5-dihydrofuran FC1=CC=C(C=C1)C1CCCO1